6-(azetidin-1-yl)-5-fluoro-2-((5-methyl-1H-pyrazol-3-yl)amino)pyrimidin N1(CCC1)C1=C(C=NC(=N1)NC1=NNC(=C1)C)F